FC(OC=1C=CC=C2C=C(COC12)C(=O)N)(F)F 8-(trifluoromethoxy)-2H-chromen-3-carboxamide